5,7,4'-trihydroxy-3',5'-dimethoxyflavone palladium-vanadium [V].[Pd].OC1=C2C(C=C(OC2=CC(=C1)O)C1=CC(=C(C(=C1)OC)O)OC)=O